N-(furan-2-ylmethyl)-7-methoxy-1,9-dimethyl-9H-pyrido[3,4-b]indol-6-amine O1C(=CC=C1)CNC=1C=C2C3=C(N(C2=CC1OC)C)C(=NC=C3)C